NC(C)CC1=CC=CC=C1 Amphetamin